3-fluoro-4-(5-fluoro-2-(isopropylamino)pyridin-3-yl)-5-nitrobenzonitrile FC=1C=C(C#N)C=C(C1C=1C(=NC=C(C1)F)NC(C)C)[N+](=O)[O-]